NC(C)C=1C=C(C=C2C(=C(C(=NC12)C1CCOCC1)C)C#N)F 8-(1-aminoethyl)-6-fluoro-3-methyl-2-tetrahydropyran-4-yl-quinoline-4-carbonitrile